cis-4-(2-{Decahydropyrrolo[3,4-d]azepin-6-yl}-5-{1-methyl-1H-pyrazolo[3,4-b]pyridin-5-yl}-1,3-thiazol-4-yl)benzonitril C1NC[C@@H]2[C@H]1CCN(CC2)C=2SC(=C(N2)C2=CC=C(C#N)C=C2)C=2C=C1C(=NC2)N(N=C1)C